N-((1r,4r)-4-(hydroxymethyl)cyclohexyl)-5,6-dihydrobenzo[f]imidazo[1,5-d][1,4]oxazepine-10-carboxamide OCC1CCC(CC1)NC(=O)C=1C=CC2=C(C=3N(CCO2)C=NC3)C1